ClC=1C(N(N=C(C1C1=C(C=C(C=C1)F)Cl)C1=C(C(=CC(=C1)OC)OC)Cl)C)=O 4-chloro-6-(2-chloro-3,5-dimethoxyphenyl)-5-(2-chloro-4-fluorophenyl)-2-methyl-3(2H)-pyridazinone